7-Cyclopropyl-4-((cyclopropylmethyl)amino)-1-(2-(trifluoromethyl)pyridin-3-yl)-quinazolin-2(1H)-one C1(CC1)C1=CC=C2C(=NC(N(C2=C1)C=1C(=NC=CC1)C(F)(F)F)=O)NCC1CC1